Tetradeca-5,8-diynoic acid ethyl ester C(C)OC(CCCC#CCC#CCCCCC)=O